C(C)(SCC1=C(C=CC=C1F)Cl)=O S-(2-chloro-6-fluorobenzyl) ethanethioate